C(#N)C1=NN=NN1 5-cyanotetrazole